ethyl 7-methoxyimidazo[1,2-a]pyrimidine-3-carboxylate COC1=NC=2N(C=C1)C(=CN2)C(=O)OCC